(3aR,6R,6as)-6-(4-amino-2-chloro-5-(thiazol-2-yl)-7H-pyrrolo[2,3-d]pyrimidin-7-yl)-2,2-dimethyltetrahydro-4H-cyclopenta[d][1,3]dioxole-4-carbaldehyde NC=1C2=C(N=C(N1)Cl)N(C=C2C=2SC=CN2)[C@@H]2CC([C@@H]1[C@H]2OC(O1)(C)C)C=O